(R)-8-(aminomethyl)-N2-(3-chloro-4-fluorophenyl)-N4-(3,3-dimethylbutan-2-yl)quinazoline-2,4-diamine NCC=1C=CC=C2C(=NC(=NC12)NC1=CC(=C(C=C1)F)Cl)N[C@H](C)C(C)(C)C